[2H]C(C(=O)OCC1=CC=CC=C1)(CCC#N)NC(=O)OC(C)(C)C Benzyl α-deutero-2-((tert-butoxycarbonyl)amino)-4-cyanobutanoate